2-(piperidin-3-yl)-5-(2-(trifluoromethoxy)phenyl)-1,3,4-thiadiazole hydrochloride salt Cl.N1CC(CCC1)C=1SC(=NN1)C1=C(C=CC=C1)OC(F)(F)F